C1=CC=C(C=C1)S(=O)(=O)OCCOCCOS(=O)(=O)C1=CC=CC=C1 diethylene glycol bis-p-benzenesulfonate